(R)-N-(3,3-difluoro-1-(methylsulfonyl)piperidin-4-yl)-6-fluoro-5-(4-fluoro-1-(2-fluoroethyl)-2-methyl-1H-benzo[d]imidazol-6-yl)-4-methoxypyrrolo[2,1-f][1,2,4]triazin-2-amine FC1(CN(CC[C@H]1NC1=NN2C(C(=N1)OC)=C(C(=C2)F)C=2C=C(C1=C(N(C(=N1)C)CCF)C2)F)S(=O)(=O)C)F